(2S,4R)-allyl 4-(2-((1R,3R)-1-ethoxy-4-methyl-3-(methylamino)pentyl)thiazole-4-carboxamido)-2-methyl-5-phenylpentanoate C(C)O[C@H](C[C@H](C(C)C)NC)C=1SC=C(N1)C(=O)N[C@H](C[C@@H](C(=O)OCC=C)C)CC1=CC=CC=C1